trifluoromethanesulfonyl-aniline 12'(Z)-((5-(3-morpholinopropyl)-1,3-phenylene)bis(oxy))bis(butane-4,1-diyl)bis(octadeca-9,12-dienoate) O1CCN(CC1)CCCC=1C=C(C=C(C1)OCCCCCCCCCC=CCC=CCCCCCCCC(=O)O)OCCCCCCCCCC=CC\C=C/CCCCCCCC(=O)O.FC(S(=O)(=O)NC1=CC=CC=C1)(F)F